C(C)(C)C1=CC(=NNC1=O)OC1C[C@H]2CC[C@@H](C1)N2N2C(N(N=CC2=O)C)=O ((1R,3S,5S)-3-((5-isopropyl-6-oxo-1,6-dihydropyridazin-3-yl)oxy)-8-azabicyclo[3.2.1]octan-8-yl)-2-methyl-1,2,4-triazine-3,5(2H,4H)-dione